C1(CC1)S(=O)(=O)N1N=CC(=C1)C1=NC=CC(=N1)NC=1N=CC2=C(N=CC(=C2C1)C(C)C)N1[C@@H]([C@H](C1)CS(=O)(=O)C)C N-(2-(1-(cyclopropanesulfonyl)-1H-pyrazol-4-yl)pyrimidin-4-yl)-5-isopropyl-8-((2R,3S)-2-methyl-3-(methylsulfonylmethyl)azetidin-1-yl)-2,7-naphthyridin-3-amine